7-fluoro-2,3-dihydrobenzofuran FC1=CC=CC=2CCOC21